1-(4,4-difluoro-1-methylpyrrolidin-3-yl)-8-fluoro-2-(1H-1,2,4-triazol-1-ylmethyl)-1H-imidazo[4,5-c]quinoline FC1(C(CN(C1)C)N1C(=NC=2C=NC=3C=CC(=CC3C21)F)CN2N=CN=C2)F